4-(((tert-butoxycarbonyl) amino) methyl) tetrahydro-2H-pyran-4-carboxylate O1CCC(CC1)C(=O)OCNC(=O)OC(C)(C)C